COC(CNC(C)C)=O N-isopropylglycine methyl ester